Cl[C@@H]1CC2=CCCN2C1 (2R,7aS)-2-chlorotetrahydro-1H-pyrrolizin